C1(CC1)CN1C(=CC2=CC=CC(=C12)OCC1CNC(C1)=O)C1=NN2C(C(=CC(=C2)C(=O)OC)F)=C1C methyl 2-(1-(cyclopropylmethyl)-7-((5-oxopyrrolidin-3-yl) methoxy)-1H-indol-2-yl)-4-fluoro-3-methylpyrazolo[1,5-a]pyridine-6-carboxylate